COC1=C(C=C2C(=NC=NC2=C1)NC1=CC=CC=C1)OC(C(=O)N)(CC)CC 2-(7-methoxy-4-(anilino)quinazolin-6-yl)oxydiethylacetamide